(3-(2-Chloroacetyl)-1-(4-chlorophenyl)-1H-indol-6-yl)methyl Acetate C(C)(=O)OCC1=CC=C2C(=CN(C2=C1)C1=CC=C(C=C1)Cl)C(CCl)=O